3-(2-{[piperidin-3-yl]amino}-5-(trifluoromethyl)pyrimidin-4-yl)-6-(1,3-thiazol-2-yl)-1H,6H,7H-pyrrolo[2,3-c]pyridin-7-one N1CC(CCC1)NC1=NC=C(C(=N1)C1=CNC=2C(N(C=CC21)C=2SC=CN2)=O)C(F)(F)F